3-cyano-5-[(3R,5S)-3,5-dimethyl-piperazin-1-yl]-N-(7-fluoro-2-methyl-indazol-5-yl)quinoline-8-carboxamide C(#N)C=1C=NC2=C(C=CC(=C2C1)N1C[C@H](N[C@H](C1)C)C)C(=O)NC1=CC2=CN(N=C2C(=C1)F)C